Br[C@@H](C(=O)NC1=NC=C(C=C1)OC1=C(C=C(C=C1)F)CO[Si](C)(C)C(C)(C)C)C (R)-2-bromo-N-(5-(2-(((tert-butyldimethylsilyl)oxy)methyl)-4-fluorophenoxy)pyridin-2-yl)propanamide